(E)-1-(4-((4-amino-7-isopropyl-5-(4-phenoxyphenyl)-7H-pyrrolo[2,3-d]pyrimidin-6-yl)ethynyl)piperidin-1-yl)-4-(dimethylamino)but-2-en-1-one NC=1C2=C(N=CN1)N(C(=C2C2=CC=C(C=C2)OC2=CC=CC=C2)C#CC2CCN(CC2)C(\C=C\CN(C)C)=O)C(C)C